CC1=CC(=NC=C1NC1=NC=C2N(C(N(C2=N1)C1CCOCC1)=O)C)C#N 4-methyl-5-((7-methyl-8-oxo-9-(tetrahydro-2H-pyran-4-yl)-8,9-dihydro-7H-purin-2-yl)amino)pyridinecarbonitrile